C1(CCC1)[C@@H](N)C(=O)O (R)-2-cyclobutylglycine